N-acrylamidotryptophan C(C=C)(=O)NN[C@@H](CC1=CNC2=CC=CC=C12)C(=O)O